C1(CC1)N1CCN(CC1)C1CCN(CC1)C1=C(C=C(C(=C1)OCC)NC1=NC=NC(=C1)N1OCC[C@@H]1C1=CC(=CC(=C1)F)F)NC(C=C)=O N-(2-(4-(4-cyclopropylpiperazine-1-yl)piperidine-1-yl)-5-((6-((R)-3-(3,5-difluorophenyl)isoxazolidine-2-yl)pyrimidine-4-yl)amino)-4-ethoxyphenyl)acrylamide